ClC=1C(=C(C=CC1OC(F)F)NC=1C2=C(N=CN1)C=CC(=N2)O[C@@H]2CNCC2)F N-[3-chloro-4-(difluoromethoxy)-2-fluoro-phenyl]-6-[(3S)-pyrrolidin-3-yl]oxy-pyrido[3,2-d]pyrimidin-4-amine